(R)-2-cyclopropyl-6-phenyl-5,6-dihydro-4H-1,3-selenazin-4-one C1(CC1)C=1[Se][C@H](CC(N1)=O)C1=CC=CC=C1